3-((5-(1-(2,2-difluoropropyl)-1H-benzo[d][1,2,3]triazol-6-yl)-4-methoxypyrrolo[2,1-f][1,2,4]triazin-2-yl)amino)-2,2-dimethylpropanenitrile FC(CN1N=NC2=C1C=C(C=C2)C=2C=CN1N=C(N=C(C12)OC)NCC(C#N)(C)C)(C)F